2-[6-(2,2,2-trifluoroethyl)pyrido[2,3-d]pyrimidin-4-yl]-2,7-diazaspiro[3.5]nonan FC(CC1=CC2=C(N=CN=C2N2CC3(C2)CCNCC3)N=C1)(F)F